1-(4-(7-(6-amino-3-(trifluoromethyl)pyridin-2-yl)-6-chloro-2-((2-(1-methylpyrrolidin-2-yl)propan-2-yl)oxy)quinazolin-4-yl)piperazin-1-yl)prop-2-en-1-one NC1=CC=C(C(=N1)C1=C(C=C2C(=NC(=NC2=C1)OC(C)(C)C1N(CCC1)C)N1CCN(CC1)C(C=C)=O)Cl)C(F)(F)F